(R)-N'-(((R)-2-(methoxymethyl)-1,2,3,5,6,7-hexahydro-s-indacen-4-yl)carbamoyl)-6,7-dihydro-5H-pyrazolo[5,1-b][1,3]oxazine-3-sulfonimidamide COC[C@@H]1CC2=CC=3CCCC3C(=C2C1)NC(=O)N=[S@](=O)(N)C=1C=NN2C1OCCC2